6-Bromo-2-(trans-4-(dimethylamino)cyclohexyl)-7-methoxy-2,4-dimethylbenzo[d][1,3]dioxole-5-carboxylic acid methyl ester COC(=O)C1=C(C2=C(OC(O2)(C)[C@@H]2CC[C@H](CC2)N(C)C)C(=C1Br)OC)C